BrC=1N=C(SC1)OCC1CC1 4-bromo-2-(cyclopropylmethoxy)thiazole